ClC=1C=C(C2=C(N=C(O2)NC(=O)C23CCCC(CCC2)(C3)C)C1)Cl N-(5,7-Dichloro-1,3-benzoxazol-2-yl)-5-methylbicyclo[3.3.1]nonan-1-carboxamid